FC(OC1=CC=2N=CN=C(C2N=C1C1C2(CC1(C2)N(C)C)C(=O)N)C=2C(=NN(C2)C)C2=C(C=CC=C2)F)F [7-(difluoromethoxy)-4-[3-(2-fluorophenyl)-1-methyl-1H-pyrazol-4-yl]pyrido[3,2-d]pyrimidin-6-yl]-3-(dimethylamino)bicyclo[1.1.1]pentane-1-carboxamide